FC1=CC=C(CN(C(=O)NCC2=CC=C(C=C2)C(CC(C)C)=O)CC2CN(C2)C)C=C1 1-(4-fluorobenzyl)-1-((1-methylazetidin-3-yl)methyl)-3-(4-(3-methylbutyryl)benzyl)urea